FC=1C=C2C(C(=CN3C2=C(C1N1C[C@@H](CC1)NC1=NC=C(C=N1)F)OC[C@@H]3C)C(=O)O)=O (S)-9-fluoro-10-((R)-3-((5-fluoropyrimidin-2-yl)amino)pyrrolidin-1-yl)-3-methyl-7-oxo-2,3-dihydro-7H-[1,4]oxazino[2,3,4-ij]quinoline-6-carboxylic acid